diethyl-2-isopropyl-myristate C(C)C(C(C(=O)[O-])(C(C)C)CC)CCCCCCCCCCC